2-(dimethylamino)-ethyl benzoate C(C1=CC=CC=C1)(=O)OCCN(C)C